OCCC1=CC=C(OCC2=CC(=NN2C=2C=C(C=CC2)C)C)C=C1 5-[[4-(2-hydroxyethyl)phenoxy]methyl]-3-methyl-1-(m-tolyl)pyrazole